N-(3-methylbutyl)-3,5-bis-(cyclohexanecarbonylamino)-benzamide CC(CCNC(C1=CC(=CC(=C1)NC(=O)C1CCCCC1)NC(=O)C1CCCCC1)=O)C